3-FORMYL-1H-PYRROLO[2,3-C]PYRIDINE-7-CARBONITRILE C(=O)C1=CNC2=C(N=CC=C21)C#N